C1(CCCCC1)C=1C=C(C=NC1)C1=CC=C2C(NN=C(C2=C1)CN1C(C2=CC=CC=C2C1=O)=O)=O 2-[[7-(5-cyclohexyl-3-pyridyl)-4-oxo-3H-phthalazin-1-yl]methyl]isoindoline-1,3-dione